C1(=CC=CC=C1)C#C PHENYLACETYLENE